(S)-N-(1-(5-(7-methoxy-1-methyl-2-oxo-1,2-dihydroquinolin-6-yl)oxazol-2-yl)-7-oxononyl)-8-methyl-1-oxa-2,8-diazaspiro[4.5]dec-2-ene-3-carboxamide COC1=C(C=C2C=CC(N(C2=C1)C)=O)C1=CN=C(O1)[C@H](CCCCCC(CC)=O)NC(=O)C1=NOC2(C1)CCN(CC2)C